di(dimethyl hexyl) carbonate C(OC(CCCCC)(C)C)(OC(CCCCC)(C)C)=O